[F-].C(CCCCCCCCCCC)[N+]1(CCCCC1)CCCC 1-Dodecyl-1-butylpiperidinium fluorid